β-Bromostyrol BrC(=C)C1=CC=CC=C1